BrC1=CC=C(C=C1)[C@](C)(C#C)C=1N=C(SC1)NC(=O)N1CC(C1)CO (S)-N-(4-(2-(4-bromophenyl)but-3-yn-2-yl)thiazol-2-yl)-3-(hydroxymethyl)-azetidine-1-carboxamide